O1CCC(CC1)N1C(C2=C(C=C1)C(=CN2)C2=NC(=NC=C2C(F)(F)F)NC2CNCCC2)=O 6-(oxan-4-yl)-3-(2-{[piperidin-3-yl]amino}-5-(trifluoromethyl)pyrimidin-4-yl)-1H,6H,7H-pyrrolo[2,3-c]pyridin-7-one